C(C)[Si]1(O[Si](O[Si](O1)(C)CC)(C)CC)C 2,4,6-Triethyl-2,4,6-Trimethylcyclotrisiloxane